BrC1=C(C=C2N=C(C=3N(C2=C1)C=NC3)NC(OC(C)(C)C)=O)C#N tert-butyl (8-bromo-7-cyanoimidazo[1,5-a]quinoxalin-4-yl)carbamate